ClC1=NC=C(C(=C1)C1=C(C=NC(=C1)C)C(=O)NC=1SC2=C(N1)CN(C2)C(=O)C2=C1N(N=C2)CCC1)OC 2'-chloro-N-(5-(5,6-dihydro-4H-pyrrolo[1,2-b]pyrazole-3-carbonyl)-5,6-dihydro-4H-pyrrolo[3,4-d]thiazol-2-yl)-5'-methoxy-6-methyl-[4,4'-bipyridine]-3-carboxamide